C1=CC=CC=2C3=CC=CC=C3C(C12)COC(=O)NC(CCC(=O)O)C(=O)OC(C)(C)C 4-((((9H-fluoren-9-yl)methoxy)carbonyl)amino)-5-(tert-butoxy)-5-oxopentanoic acid